C(CCCCCCC)OC1=CC=C(C=C1)NC(=O)C=1C(OC2=CC(=CC=C2C1)OC)=O N-(4-octoxyphenyl)-7-methoxycoumarin-3-carboxamide